BrCC1=C(C(=O)OC)C=CC=C1 methyl (bromomethyl)benzoate